C(C)(C)OC1=CC=2N(C=C1NC(=O)C1=NC(=CC=C1)C(F)(F)F)C=C(N2)C2CCN(CC2)CC=O N-[7-isopropoxy-2-[1-(2-oxoethyl)-4-piperidyl]imidazo[1,2-a]pyridin-6-yl]-6-(trifluoromethyl)pyridine-2-carboxamide